5-[(2S,4R)-4-[7-(2,4-difluorophenyl)-2-(dimethylamino)thiazolo[4,5-d]pyrimidin-5-yl]tetrahydropyran-2-yl]-1-methyl-pyridin-2-one FC1=C(C=CC(=C1)F)C=1C2=C(N=C(N1)[C@H]1C[C@H](OCC1)C=1C=CC(N(C1)C)=O)N=C(S2)N(C)C